tert-butyl 2-((2-hexyldecyl)oxy)acetate C(CCCCC)C(COCC(=O)OC(C)(C)C)CCCCCCCC